3-(4-methoxy-1-oxo-6-(trifluoromethyl)isoindolin-2-yl)piperidine-2,6-dione COC1=C2CN(C(C2=CC(=C1)C(F)(F)F)=O)C1C(NC(CC1)=O)=O